3-azido-N-(2-cyanophenyl)-2-((4-methoxyphenyl)seleno)-2-methylpropanamide N(=[N+]=[N-])CC(C(=O)NC1=C(C=CC=C1)C#N)(C)[Se]C1=CC=C(C=C1)OC